5-bromo-1-(3,3,3-trifluoropropyl)pyrazolo[3,4-c]pyridine BrC=1C=C2C(=CN1)N(N=C2)CCC(F)(F)F